CC(CC(=O)C1=C(C(=C(OCCCCOC=2C=C(C=CC2OC)NC(=O)NS(=O)(=O)C)C=C1)C)O)(C)C N-((3-(4-(4-(3,3-dimethylbutanoyl)-3-hydroxy-2-methylphenoxy)butoxy)-4-methoxyphenyl)carbamoyl)methanesulfonamide